methyl-4-t-butylphenol CC1=C(C=CC(=C1)C(C)(C)C)O